C(CCCCCCC\C=C/C\C=C/CCCCC)C1(OCC(O1)CCN(CO)CO)CCCCCCCC\C=C/C\C=C/CCCCC 2,2-dilinoleyl-4-(2-dimethylolaminoethyl)-[1,3]-dioxolane